NC(COC1=C(C=C(C=N1)C1=CC(=NC=C1)NC(OCC(=O)OC(C)(C)C)=O)Cl)(CC(C)C)C Boc-(S)-methyl (6-((2-amino-2,4-dimethylpentyl)oxy)-5-chloro-[3,4'-bipyridin]-2'-yl)carbamate